BrC1=CC(=NC=C1)CO (4-bromopyridin-2-yl)methanol